C(=O)O.COC(COC1=CC=C(C=C1)C=1C=C(C=2N=CN=C(C2N1)N[C@@H]1CNCCC1)C(=O)N)(C)C 6-[4-(2-methoxy-2-methylpropyloxy)phenyl]-4-[(3S)-piperidin-3-ylamino]pyrido[3,2-d]pyrimidine-8-carboxamide formate